6-azaspiro[2.5]Octane-1-carbonitrile C1(CC12CCNCC2)C#N